[Fe].[Cu].[Na].[K].[Nb] niobium potassium sodium copper iron